CC(CC)(C)C1=C(C(C2=CC=CC=C12)=O)C#N 1,1-dimethylpropyl-1-oxo-1H-indene-2-carbonitrile